C1(C=CC(N1CCCCCC(=O)OC1C(=O)NC(C1)=O)=O)=O (N-e-maleimidocaproyloxy)succinimide